COC(CN1C2=CC=CC=C2C=2CCN(CC12)C(C1=CC(=CC=C1)Br)=O)=O [2-(3-bromobenzoyl)-2,3,4,9-tetrahydro-1H-β-carbolin-9-yl]-acetic acid methyl ester